1,4-dichloro-3-butene ClCCC=CCl